C(C)OC1=C(C(=C(C(=O)[O-])C=C1OC1=C(C=C(C=C1)C(F)(F)F)Cl)[N+](=O)[O-])C(C=O)C(=C)C Ethoxy-3-methyl-1-oxobut-3-en-2-yl-5-[2-chloro-4-(trifluoromethyl)phenoxy]-2-nitrobenzoat